(S)-2-((R)-1-(tert-butoxycarbonyl)pyrrolidine-2-amido)-3-methylbutyric acid C(C)(C)(C)OC(=O)N1[C@H](CCC1)C(=O)N[C@H](C(=O)O)C(C)C